C(C)N(CCC[Si](C)(C)C)CC (N,N-diethyl-3-aminopropyl)trimethyl-silane